N-{6-[(R*)-hydroxy(1,3-oxazol-2-yl)methyl]-4-methoxy-1,2-benzoxazol-3-yl}-2,6-dimethoxybenzenesulfonamide O[C@H](C1=CC2=C(C(=NO2)NS(=O)(=O)C2=C(C=CC=C2OC)OC)C(=C1)OC)C=1OC=CN1 |o1:1|